((4-(4-ethylpiperazin-1-yl)phenyl)thio)benzene-1,2-diamine C(C)N1CCN(CC1)C1=CC=C(C=C1)SC1=C(C(=CC=C1)N)N